C(C)OC(=O)C=1C(=NN(C1)C(=O)OC(C)(C)C)O 3-hydroxy-1H-pyrazole-1,4-dicarboxylic acid 1-tert-butyl 4-ethyl ester